CC1=C(C=CC=C1C)C1=C(C=C(C(=O)OC)C=C1)C=O Methyl 4-(2,3-dimethylphenyl)-3-formylbenzoate